ClCCCCCI 1-chloro-5-iodo-pentane